[C-]#N.[C-]#N.[C-]#N.CCCCCC Hexane Tri-Cyanide